CC1=C(C=2N(N=C1N1CC=3C=C(C=NC3CC1)C(=O)NCC1COC1)C=NN2)C 6-(7,8-dimethyl-[1,2,4]triazolo[4,3-b]pyridazin-6-yl)-N-(oxetan-3-ylmethyl)-7,8-dihydro-5H-1,6-naphthyridine-3-carboxamide